2-(Dimethylamino)ethyl 2-phenoxyacetate O(C1=CC=CC=C1)CC(=O)OCCN(C)C